ethyl 4-[6-[bis[(4-methoxyphenyl)methyl]amino]-4-methyl-3-(trifluoromethyl)-2-pyridyl]-5-methyl-2-oxo-cyclohexanecarboxylate COC1=CC=C(C=C1)CN(C1=CC(=C(C(=N1)C1CC(C(CC1C)C(=O)OCC)=O)C(F)(F)F)C)CC1=CC=C(C=C1)OC